N1(C=NC=C1)C(=O)OC1CC(C1)N1C(=NC2=C1C=CC=C2)C(F)(F)F (1s,3s)-3-(2-(trifluoromethyl)-1H-benzo[d]imidazol-1-yl)cyclobutyl 1H-imidazole-1-carboxylate